methyl 5-(6-chloro-4-(isopropylamino) pyridin-3-yl)-1,3,4-thiadiazole-2-carboxylate ClC1=CC(=C(C=N1)C1=NN=C(S1)C(=O)OC)NC(C)C